FC=1C=C(C=CC1)CC1=CN=C(S1)NC(=O)[C@@H]1N(CCC1)C(=O)OC(C)(C)C tert-butyl (2R)-2-[[5-[(3-fluorophenyl)methyl]thiazol-2-yl]carbamoyl]pyrrolidine-1-carboxylate